Dimethyl-dodecyl-triisopropyl-silyl-propyl-ammonium bromide [Br-].CC(CC(C(C)C)(C(C)C)C(C)C)([NH+]([SiH3])CCCCCCCCCCCC)C